(2s,4r)-2-methyl-4-((5-morpholinopyrazin-2-yl)oxy)pyrrolidine-1-carboxylic acid tert-butyl ester C(C)(C)(C)OC(=O)N1[C@H](C[C@H](C1)OC1=NC=C(N=C1)N1CCOCC1)C